sodium 2-chloro-2-hydroxypropanesulfonate, sodium salt [Na+].ClC(CS(=O)(=O)[O-])(C)O.[Na+].ClC(CS(=O)(=O)[O-])(C)O